BrC(C)C 2-bromopropan